NC(C(C(CC1CCC1)NC(=O)[C@@H]1[C@H]2C([C@H]2CN1C([C@H](C(C)(C)C)NC(=O)NC(C)(C)C)=O)(C)C)=O)=O (1R,2S,5S)-N-(4-amino-1-cyclobutyl-3,4-dioxobutan-2-yl)-3-((S)-2-(3-tert-butylureido)-3,3-dimethylbutyryl)-6,6-dimethyl-3-azabicyclo[3.1.0]hexane-2-carboxamide